C(C)OC(=O)C1(C(CN(CC1)CC1=CC=CC=C1)OC)CC1=CC=CC=C1 1,4-dibenzyl-3-methoxy-4-piperidinecarboxylic acid ethyl ester